OC(=O)C(F)(F)F.C(C)(C)(C)C1=NC(=NO1)C(=O)NCC1=C(C=C(C=C1)C=1C=2C(N=CC1)=NN(C2)CCCCN2CCC(CC2)C2=CC=C(C=C2)NC2C(NC(CC2)=O)=O)C 5-tert-butyl-N-[[4-[2-[4-[4-[4-[(2,6-dioxo-3-piperidyl)amino]phenyl]-1-piperidyl]butyl]pyrazolo[3,4-b]pyridin-4-yl]-2-methyl-phenyl]methyl]-1,2,4-oxadiazole-3-carboxamide TFA salt